BrC#CC1=CC=C(C=C1)[N+](=O)[O-] 1-(2-bromoethynyl)-4-nitrobenzene